C=C(C)C1=CC=C(C=C1)S(=O)(=O)N 4-(prop-1-en-2-yl)benzenesulfonamide